N2,N2-diethylmelamine C(C)N(C1=NC(=NC(=N1)N)N)CC